N-[(4-bromo-6-methyl-2-pyridyl)methyl]acetamide BrC1=CC(=NC(=C1)C)CNC(C)=O